C1CN(CCC12CCNCC2)C[C@@H]2[C@H](CN(CC2)C2=CC=C1C(=NN(C1=C2F)C)C2C(NC(CC2)=O)=O)C 3-(6-((3R,4S)-4-((3,9-diazaspiro[5.5]undecan-3-yl)methyl)-3-methylpiperidin-1-yl)-7-fluoro-1-methyl-1H-indazol-3-yl)piperidine-2,6-dione